(6,7-dichloro-1,3,4,5-tetrahydro-2H-pyrido[4,3-b]indol-2-yl)(2H-tetrazol-5-yl)methanone ClC1=C(C=CC=2C3=C(NC12)CCN(C3)C(=O)C=3N=NNN3)Cl